ClC1=NC=C(C(=N1)C1(N(C(C2=CC=CC(=C12)P(=O)(C)C)=O)C(=O)O)C)F (2-chloro-5-fluoropyrimidin-4-yl)-4-(dimethylphosphoryl)-3-methyl-1-oxo-isoindoline-2-carboxylic acid